(7R,14R)-11-((1-cyclopropylpyrrolidin-3-yl)ethynyl)-1-(difluoromethoxy)-6-(methyl-d3)-6,7-dihydro-7,14-methanobenzo[f]benzo[4,5]imidazo[1,2-a][1,4]diazocin-5(14H)-one C1(CC1)N1CC(CC1)C#CC1=CC2=C(N=C3N2[C@H]2C4=C(C(N([C@@H]3C2)C([2H])([2H])[2H])=O)C=CC=C4OC(F)F)C=C1